C(C=CCCC)O 2-Hexenol